C(C)OC(=O)C=1C(NC2=CC=CN=C2C1O)=O 4-hydroxy-2-oxo-1,2-dihydro-1,5-naphthyridine-3-carboxylic acid ethyl ester